4-(4,4,5,5-tetramethyl-1,3,2-dioxaborolan-2-yl)-1-(trifluoromethyl)pyrazole CC1(OB(OC1(C)C)C=1C=NN(C1)C(F)(F)F)C